3-isopropyl-2-(2-methylpyridin-4-yl)-5-(2-(piperidin-4-yl)-1H-imidazol-5-yl)-1H-indole C(C)(C)C1=C(NC2=CC=C(C=C12)C1=CN=C(N1)C1CCNCC1)C1=CC(=NC=C1)C